C(C)(C)(C)NS(=O)(=O)C=1SC(=CC1C=1C=NC(=CC1)CN1C(=NC=C1)Cl)CC(C)C N-(tert-butyl)-3-(6-((2-chloro-1H-imidazol-1-yl)methyl)pyridin-3-yl)-5-isobutylthiophene-2-sulfonamide